N-cyclopropyl-4-((3-((4,4-difluorocyclohexyl)oxy)-5-(5-oxo-4,5-dihydro-1,2,4-oxadiazol-3-yl)phenyl)amino)-7-(2,4-dimethoxypyrimidin-5-yl)-5-fluoroquinoline-3-sulfonamide C1(CC1)NS(=O)(=O)C=1C=NC2=CC(=CC(=C2C1NC1=CC(=CC(=C1)C1=NOC(N1)=O)OC1CCC(CC1)(F)F)F)C=1C(=NC(=NC1)OC)OC